Octachloropropione ClC(C(Cl)(Cl)Cl)(C(=O)CC(Cl)(Cl)Cl)Cl